5-nitro-1H-pyrrole-2-carbonyl chloride [N+](=O)([O-])C1=CC=C(N1)C(=O)Cl